C(C1=CC=CC=C1)NC1=C(C=CC=C1)C(C)=O 1-(2-(benzylamino)phenyl)ethan-1-one